ClC=1C(=CC(=C(C1)C=1NC=2C=CN=C(C2C(C1)=O)C(=O)N)C)C1CC2(CC2)C1 2-(5-chloro-2-methyl-4-spiro[2.3]hexan-5-yl-phenyl)-4-oxo-1H-1,6-naphthyridine-5-carboxamide